N(S(=O)(=O)C(F)(F)F)S(=O)(=O)C(F)(F)F.N(S(=O)(=O)C(F)(F)F)S(=O)(=O)C(F)(F)F.[Mg] magnesium bis(triflimide)